CCN1C=C(C(=O)C2=CC(=C(C=C21)N3CCNCC3)F)C(=O)O The molecule is a quinolinemonocarboxylic acid with broad-spectrum antibacterial activity against most gram-negative and gram-positive bacteria. Norfloxacin is bactericidal and its mode of action depends on blocking of bacterial DNA replication by binding itself to an enzyme called DNA gyrase. It has a role as an antibacterial drug, a DNA synthesis inhibitor, a xenobiotic and an environmental contaminant. It is a quinolinemonocarboxylic acid, a N-arylpiperazine, a quinolone, a quinolone antibiotic and a fluoroquinolone antibiotic.